C(C)(C)(C)C(C(=O)O)(CCC(=O)O)CCOC(=O)OCCl.C1(=CC=CC=C1)C1=NC(=NC(=N1)C(Cl)(Cl)Cl)C(Cl)(Cl)Cl 2-phenyl-4,6-bis(trichloromethyl)-s-triazine tert-Butyl-2-{[(chloromethoxy)carbonyl]oxy}ethyl-pentanedioate